2-azido-N-(6-{[2-(2,6-dioxopiperidin-3-yl)-1,3-dioxo-2,3-dihydro-1H-isoindol-4-yl]amino}hexyl)acetamide N(=[N+]=[N-])CC(=O)NCCCCCCNC1=C2C(N(C(C2=CC=C1)=O)C1C(NC(CC1)=O)=O)=O